ClC1=CC=C2C(=C(N(C2=C1C=1C(=NN(C1C)C)C)CCN1CCC(CC1)CN1CCNCC1)C(=O)O)CCCOC1=CC=CC2=CC(=CC=C12)F 6-Chloro-3-{3-[(6-fluoronaphthalen-1-yl)oxy]propyl}-1-(2-{4-[(piperazin-1-yl)methyl]piperidin-1-yl}ethyl)-7-(1,3,5-trimethyl-1H-pyrazol-4-yl)-1H-indole-2-carboxylic acid